(2-(5-((tert-butoxycarbonyl) amino)-3-chloropyridin-2-yl)-2H-1,2,3-triazol-4-yl)methyl methanesulfonate CS(=O)(=O)OCC1=NN(N=C1)C1=NC=C(C=C1Cl)NC(=O)OC(C)(C)C